(2S,4R)-4-fluoro-1-methylpyrrole FC=1C=CN(C1)C